FC1=C(C=CC=C1C(=O)C=1C=C2N=C(C=NC2=CC1)N1CCOCC1)NC(=O)NC1=CC(=C(C=C1)F)C(F)(F)F 1-(2-fluoro-3-(3-morpholinoquinoxaline-6-carbonyl)phenyl)-3-(4-fluoro-3-(trifluoromethyl)phenyl)urea